C[C@@H]1C[C@@H]1C=1C=NN(C1)C (1S,2R,3S)-2-methyl-3-(1-methyl-1H-pyrazol-4-yl)cyclopropane